2-azido-3-(2-bromo-5-chlorophenyl)acrylic acid ethyl ester C(C)OC(C(=CC1=C(C=CC(=C1)Cl)Br)N=[N+]=[N-])=O